C(C)(C)(C)OC(=O)N1CCC(CC1)C1=NNC(=C1C(C)C)C=1C=C(C=2N(C1)N=CN2)C.O2C(=CC=C2)OC(C=C)=O.OCCCCCCCN2C(CCC2=O)=O N-hydroxyheptyl-succinimide 2-furyl-acrylate tert-butyl-4-(4-isopropyl-5-(8-methyl-[1,2,4]triazolo[1,5-a]pyridin-6-yl)-1H-pyrazol-3-yl)piperidine-1-carboxylate